C(C)SC1=C(C=C(C=C1OC)CCN)OC 2-(4-ethylsulfanyl-3,5-dimethoxyphenyl)ethylamine